C1(=CC=CC=C1)[C@H]1[C@H](C1)C(=O)N (1S,2R)-2-phenylcyclopropane-1-carboxamide